ClC=1C=CC(=C(C1)C=1N=CN(C(C1)=O)C(C(=O)NC1=CC=C(C(=O)O)C=C1)F)N1N=NC(=C1)Cl 4-(2-(4-(5-chloro-2-(4-chloro-1H-1,2,3-triazol-1-yl)phenyl)-6-oxopyrimidin-1(6H)-yl)-2-fluoroacetamido)benzoic acid